2-[2-(4-methoxyphenyl)[1,2,4]triazolo[1,5-c]quinazolin-5-yl]-N-[2-(4-methylpiperazin-1-yl)ethyl]-D-alaninamide COC1=CC=C(C=C1)C1=NN2C(=NC=3C=CC=CC3C2=N1)[C@@](N)(C)C(=O)NCCN1CCN(CC1)C